5-chloro-4-(3-(iodomethyl)-1,5-dimethyl-1H-pyrazol-4-yl)-1-(3-methoxy-3-oxopropyl)-1H-indole-2-carboxylic acid methyl ester COC(=O)C=1N(C2=CC=C(C(=C2C1)C=1C(=NN(C1C)C)CI)Cl)CCC(=O)OC